C(#N)[C@H]1N(CCC1)C(CN1C[C@H](CC1)NC(CC1=CC=CC2=CC=CC=C12)=O)=O N-((S)-1-(2-((S)-2-Cyanopyrrolidin-1-yl)-2-oxoethyl)pyrrolidin-3-yl)-2-(naphthalen-1-yl)acetamid